(2R,3R,4R,5R)-4-[[3-(3,4-difluoro-2-methoxy-phenyl)-4,5-dimethyl-tetrahydrofuran-2-carbonyl]amino]pyridine-2-carboxamide FC=1C(=C(C=CC1F)[C@@H]1[C@@H](O[C@@H]([C@@H]1C)C)C(=O)NC1=CC(=NC=C1)C(=O)N)OC